1-(3-amino-5-(trifluoromethyl)phenyl)ethyl-2-methyl-6-morpholinoimidazo[1',2':1,6]pyrido[2,3-d]pyrimidin-4-amine NC=1C=C(C=C(C1)C(F)(F)F)C(C)C1=C(C=2N(C=3N=C(N=C(C31)N)C)C=CN2)N2CCOCC2